(R)-2-((1-(3-ethyl-2-morpholino-4-oxo-3,4-dihydroquinazolin-8-yl)ethyl)amino)benzoic acid C(C)N1C(=NC2=C(C=CC=C2C1=O)[C@@H](C)NC1=C(C(=O)O)C=CC=C1)N1CCOCC1